C1(CCCC2=CC=CC=C12)=NN (1-tetralone) hydrazone